tert-butyl N-[(3S)-1-(1-acetylindolin-5-yl)sulfonylpyrrolidin-3-yl]carbamate C(C)(=O)N1CCC2=CC(=CC=C12)S(=O)(=O)N1C[C@H](CC1)NC(OC(C)(C)C)=O